(2S)-2-amino-N-[(1S)-1-{[2-chloro-4-(hydroxymethyl)phenyl]carbamoyl}ethyl]-3-methylbutanamide N[C@H](C(=O)N[C@@H](C)C(NC1=C(C=C(C=C1)CO)Cl)=O)C(C)C